C(C)(=O)NC1=CC=NN1C1=NN=C(S1)NC(=O)C1=CC(=C(C(O1)=O)OCCOC)C1=C(C=CC=C1OCCOC)OC N-(5-(5-acetamido-1H-pyrazol-1-yl)-1,3,4-thiadiazol-2-yl)-4-(2-methoxy-6-(2-methoxyethoxy)phenyl)-3-(2-methoxyethoxy)-2-oxo-2H-pyran-6-carboxamide